1-(4-(4-(1-cyanocyclopropyl)phenyl)-6-fluoroquinoline-3-carbonyl)-N-methylpiperidine-4-carboxamide C(#N)C1(CC1)C1=CC=C(C=C1)C1=C(C=NC2=CC=C(C=C12)F)C(=O)N1CCC(CC1)C(=O)NC